Benzyl (3-(4-fluoro-1H-imidazol-1-yl)propyl)carbamate FC=1N=CN(C1)CCCNC(OCC1=CC=CC=C1)=O